2-(3-(2-((1,5-dimethyl-1H-pyrazol-3-yl)amino)-5-methylpyrimidin-4-yl)-1H-indol-7-yl)-7-(dimethylamino)-4-(pyridin-4-yl)isoindolin-1-one CN1N=C(C=C1C)NC1=NC=C(C(=N1)C1=CNC2=C(C=CC=C12)N1C(C2=C(C=CC(=C2C1)C1=CC=NC=C1)N(C)C)=O)C